FC1=C(C=CC(=C1)OC1=CC=CC=C1)C=1N=C(N2N=CN=C(C21)N)C2CCC1(OCCO1)CC2 5-(2-Fluoro-4-phenoxyphenyl)-7-(1,4-dioxaspiro[4.5]dec-8-yl)imidazo[5,1-f][1,2,4]triazin-4-amine